NC1=C(C=C(C=C1)S(=O)(=O)NNC1=CC=CC=C1)N1CCOCC1 2-((4-amino-3-morpholinophenyl)sulfonyl)-N-phenylhydrazine